C(C1=CC=CC=C1)N1N=C(C=2C(C(C3=C(C12)C=CC=C3)=O)=O)C 1-benzyl-3-methyl-1H-benzo[g]indazole-4,5-dione